N(N)=C1C(=C(C(CC1)(C)C)/C=C/C(=C/C=C/C(=C\C(=O)OC)/C)/C)C (2Z,4E,6E,8E)-methyl 9-(3-hydrazono-2,6,6-trimethylcyclohex-1-en-1-yl)-3,7-dimethylnona-2,4,6,8-tetraenoate